C(CCCCC)OCC(COCCCCCCCC\C=C/C\C=C/CCCCC)N(C)C (hexyloxy)-N,N-dimethyl-3-[(9Z,12Z)-octadeca-9,12-dien-1-yloxy]propan-2-amine